FC=1C(=NC(=NC1)NC(OC(C)(C)C)=O)CO tert-butyl (5-fluoro-4-(hydroxymethyl)pyrimidin-2-yl)carbamate